C(C(CC)C=1N=C2N(C(C1C)=O)C1=C(N2)C=CC=C1)([2H])([2H])[2H] 2-(butan-2-yl-1,1,1-d3)-3-methylbenzo[4,5]imidazo[1,2-a]pyrimidin-4(10H)-one